1-methyl-3-(2-chloro-4-pyrimidinyl)-2-phenylindole CN1C(=C(C2=CC=CC=C12)C1=NC(=NC=C1)Cl)C1=CC=CC=C1